(R)-2-((1-(3-cyano-2-(5,7-dihydro-6H-pyrrolo[3,4-b]pyrazin-6-yl)-7-methyl-4-oxo-4H-pyrido[1,2-a]pyrimidin-9-yl)ethyl)amino)benzoic acid C(#N)C1=C(N=C2N(C1=O)C=C(C=C2[C@@H](C)NC2=C(C(=O)O)C=CC=C2)C)N2CC1=NC=CN=C1C2